tert-Butyl 4-(4-(2-aminoethyl)-2-fluorophenyl)piperazine-1-carboxylate NCCC1=CC(=C(C=C1)N1CCN(CC1)C(=O)OC(C)(C)C)F